methyl (3R)-3-aminobutyrate hydrochloride Cl.N[C@@H](CC(=O)OC)C